1-(2-bromo-4-fluorophenyl)-6-chloro-3-(6-methoxy-2-methylpyridin-3-yl)-2,3-dihydroquinazolin-4(1H)-one BrC1=C(C=CC(=C1)F)N1CN(C(C2=CC(=CC=C12)Cl)=O)C=1C(=NC(=CC1)OC)C